[Ir+3].C1(=CC=CC=C1)C1=NC=CC(=C1)C1=CC=CC=C1 (2,4-diphenylpyridine) iridium (III)